CC1=NN=C(O1)C1(CCN(CC1)CC1=CC=C(C=C1)NC(C)=O)CCC1=CC=CC=C1 N-(4-((4-(5-methyl-1,3,4-oxadiazol-2-yl)-4-phenethylpiperidin-1-yl)methyl)phenyl)acetamide